CN1C=NC(=C1)N 1-methylimidazol-4-amine